OC1CCC(CC1)OC1=CC2=C(C[C@@](O2)(C)C(C)(C)O)C=C1NC(=O)C=1C=NN2C1N=CC=C2 N-((S)-6-(((1S,4R)-4-hydroxycyclohexyl)oxy)-2-(2-hydroxypropan-2-yl)-2-methyl-2,3-dihydrobenzofuran-5-yl)pyrazolo[1,5-a]pyrimidine-3-carboxamide